C(CC=C)N1N=CC(=C1)NC=1N=CC2=C(N1)NC(C(=C2)N2CCN(C1=C(C=CC=C21)C)C(=O)OC(C)(C)C)=O tert-butyl 4-[2-[(1-but-3-enylpyrazol-4-yl)amino]-7-oxo-8H-pyrido[2,3-d]pyrimidin-6-yl]-8-methyl-2,3-dihydroquinoxaline-1-carboxylate